1-[2-(2-Aminoethoxy)ethoxy]-6-chlorohexane NCCOCCOCCCCCCCl